CC1=CC=C(C=C1)N1C(C2=C(C3=CC=CC=C13)OC1=CC=CC=C1C2=O)=O 5-(4-methylphenyl)-6H-chromeno[3,2-c]quinoline-6,7(5H)-dione